NC=1C(=NC(=C(N1)OCC1=CC=C(C=C1)OC)Cl)C(=O)OC Methyl 3-amino-6-chloro-5-[(4-methoxyphenyl) methoxy]pyrazine-2-carboxylate